ClC1=CC2=C(N(C=N2)C(=O)NCC2=CC=C(C=C2)S(=O)(=O)N2CCCCC2)C=C1 5-chloro-N-(4-(piperidin-1-ylsulfonyl)benzyl)-1H-benzo[d]imidazole-1-carboxamide